5-[2-methyl-4-[[(2R)-1-methylpyrrolidin-2-yl]methoxy]pyrazol-3-yl]-N-(2-methylpyrimidin-4-yl)pyrazolo[1,5-a]pyridin-2-amine CN1N=CC(=C1C1=CC=2N(C=C1)N=C(C2)NC2=NC(=NC=C2)C)OC[C@@H]2N(CCC2)C